4-(4-fluoro-3-(trifluoromethyl)phenyl)-1-naphthaldehyde FC1=C(C=C(C=C1)C1=CC=C(C2=CC=CC=C12)C=O)C(F)(F)F